FC(C1=NC=CC(=C1)C(=O)N1C(C(=C(C=C1)C(=O)O)N1CCCC1)C(F)(F)F)(F)F 1-((2-(trifluoromethyl)-4-pyridinyl)carbonyl)-3-pyrrolidinyl-2-(trifluoromethyl)-4-pyridinecarboxylic acid